1,4-bis(3-amino-α,α-ditrifluoromethylbenzyl)benzene NC=1C=C(C(C(F)(F)F)(C(F)(F)F)C2=CC=C(C=C2)C(C2=CC(=CC=C2)N)(C(F)(F)F)C(F)(F)F)C=CC1